methyl (2Z)-2-{[(benzyloxy)carbonyl]amino}-3-(5-chloro-1-benzothiophen-3-yl)acrylate C(C1=CC=CC=C1)OC(=O)N\C(\C(=O)OC)=C/C1=CSC2=C1C=C(C=C2)Cl